C(C1=CC=CC=C1)(=O)OC12CC(C1)(C2)C=O 3-formylbicyclo[1.1.1]pent-1-yl benzoate